C1(=CC=CC=C1)S(=O)(=O)C(=[N+]=[N-])S(=O)(=O)C1=C(C(=C(C=C1)CC)CC)CC phenylsulfonyl-(2,3,4-triethylphenylsulfonyl)diazomethane